(Z)-2-(2,6-dimethylphenyl)-2-hydroxyimino-N-(2-methylindol-1-yl)acetamide CC1=C(C(=CC=C1)C)/C(/C(=O)NN1C(=CC2=CC=CC=C12)C)=N/O